4-(3-bromopropoxy)benzaldehyde BrCCCOC1=CC=C(C=O)C=C1